N-(5-(4-fluorophenoxy)pyridin-2-yl)-2-(4-(2-(6-methoxypyridin-3-yl)acetyl)piperazin-1-yl)propanamide FC1=CC=C(OC=2C=CC(=NC2)NC(C(C)N2CCN(CC2)C(CC=2C=NC(=CC2)OC)=O)=O)C=C1